1-(oxetan-2-ylmethyl)pyrrolidin O1C(CC1)CN1CCCC1